2-amino-5-bromo-3-pyrazineboronic acid pinacol ester NC1=NC=C(N=C1B1OC(C)(C)C(C)(C)O1)Br